N=1N(N=C2C1C=CC=C2)C=2C=C(C=CC2O)CCC(=O)O 3-(3-(2H-benzo[d][1,2,3]triazol-2-yl)-4-hydroxyphenyl)propanoic acid